(R)-4-(1-(3-(difluoromethyl)-2-fluorophenyl)ethylamino)-7-hydrazinyl-N,N,2-trimethylpyrido[2,3-d]pyrimidine-6-carboxamide FC(C=1C(=C(C=CC1)[C@@H](C)NC=1C2=C(N=C(N1)C)N=C(C(=C2)C(=O)N(C)C)NN)F)F